ClC1=CC(=C(C=N1)C1=NC=C(C=C1F)S(=O)(=O)C)N[C@H](CCO)C (S)-3-((6'-chloro-3-fluoro-5-(methylsulfonyl)-[2,3'-bipyridin]-4'-yl)amino)butan-1-ol